C1(=C(C=C(C(=C1)C(C)=O)C(C)=O)C(C)=O)C(C)=O 1,1',1'',1'''-(benzene-1,2,4,5-tetrayl)tetrakis(ethan-1-one)